4-chloro-3-(trifluoromethyl)pyridine ClC1=C(C=NC=C1)C(F)(F)F